1-(1-(4,4-difluorocyclohexyl)ethoxy)-2-fluoro-4-nitrobenzene FC1(CCC(CC1)C(C)OC1=C(C=C(C=C1)[N+](=O)[O-])F)F